C(CCCCCCCCC(=O)OCCCCCCCCCCCCCCCCCCCC)(=O)OCCCCCCCCCCCCCCCCCCCC dicosanyl sebacate